ClC1=CC(=C(C=C1)[C@@]1(OC2=C(O1)C=CC=C2C2CCN(CC2)CC2=NC=C(C=C2N2CCOCC2)C2=NN=C(N2)C(F)(F)F)C)F 4-[2-({4-[(2S)-2-(4-chloro-2-fluorophenyl)-2-methyl-2H-1,3-benzodioxol-4-yl]piperidin-1-yl}methyl)-5-[5-(trifluoromethyl)-4H-1,2,4-triazol-3-yl]pyridin-3-yl]morpholine